NC1=NC=C(C=2N=C(N=CC21)NC2CCC(CC2)O)C2=C(C#N)C=CC=C2F (5-amino-2-(((1R,4R)-4-hydroxycyclohexyl)amino)pyrido[4,3-d]pyrimidin-8-yl)-3-fluorobenzonitrile